(4R)-4-methyl-3-(piperidin-4-yl)-1,3-oxazolidin-2-one acetate salt C(C)(=O)O.C[C@H]1N(C(OC1)=O)C1CCNCC1